1-(allyloxy)-2-methyl-1-oxopropan-2-yl-2-chloro-5-[4-(1,1-difluoroethyl)-2,6-dioxo-3,6-dihydropyrimidin-1(2H)-yl]-4-fluorobenzoate C(C=C)OC(C(C)(C)OC(C1=C(C=C(C(=C1)N1C(NC(=CC1=O)C(C)(F)F)=O)F)Cl)=O)=O